C1(CC1)C1=CC(=C(C=C1)N1N=C2CC(NCC3N(CCC1=C23)C(=O)[O-])=O)O 3-(4-cyclopropyl-2-hydroxy-phenyl)-11-oxo-2,3,7,10-tetrazatricyclo[6.4.1.04,13]trideca-1,4(13)-diene-7-carboxylate